2-methyl-7-(piperidin-3-yl)-3-(pyrimidin-4-yl)pyrazolo[1,5-a]pyrimidine hydrochloride Cl.CC1=NN2C(N=CC=C2C2CNCCC2)=C1C1=NC=NC=C1